3-(2-methoxypyridin-4-yl)bicyclo[4.2.0]oct-1(6),2,4-trien-2-amine COC1=NC=CC(=C1)C1=C(C=2CCC2C=C1)N